C1(CC1)N1N=CC(=C1)NC1=NC=C(C(=N1)C1=CC=C(OCC2(CCC2)C#N)C=C1)C 1-((4-(2-((1-cyclopropyl-1H-pyrazol-4-yl)amino)-5-methylpyrimidin-4-yl)phenoxy)methyl)cyclobutanecarbonitrile